5-chloro-2-[4-[4-[4-[2-[[2-(2,6-dioxo-3-piperidyl)-5-fluoro-1-oxo-isoindolin-4-yl]amino]acetyl]piperazin-1-yl]-1-piperidyl]-5-ethyl-2-methoxy-anilino]pyrimidine ClC=1C=NC(=NC1)NC1=C(C=C(C(=C1)CC)N1CCC(CC1)N1CCN(CC1)C(CNC1=C2CN(C(C2=CC=C1F)=O)C1C(NC(CC1)=O)=O)=O)OC